1-phenyl-2-trimethylsilyl-acetylene C1(=CC=CC=C1)C#C[Si](C)(C)C